1-(3-(((3-((2-((3S,4R)-3-fluoro-4-hydroxy-3-methylpiperidin-1-yl)pyrimidin-4-yl)amino)-5-isopropylisoquinolin-8-yl)amino)methyl)azetidin-1-yl)ethan-1-one F[C@]1(CN(CC[C@H]1O)C1=NC=CC(=N1)NC=1N=CC2=C(C=CC(=C2C1)C(C)C)NCC1CN(C1)C(C)=O)C